lacceroate C(CCCCCCCCCCCCCCCCCCCCCCCCCCCCCCC)(=O)[O-]